2-Chloro-N-[2-(4-{[(4-cyano-1-methyl-1H-pyrazol-5-yl)oxy]methyl}piperidin-1-yl)-2-[4-(difluoromethyl)-1,3-thiazol-5-yl]ethyl]-6-fluorobenzamid ClC1=C(C(=O)NCC(C2=C(N=CS2)C(F)F)N2CCC(CC2)COC2=C(C=NN2C)C#N)C(=CC=C1)F